N-(1-(2-chloro-6-(2,2,2-trifluoroethoxy)pyridin-4-yl)cyclopropyl)-3-(2,6-difluorophenyl)-3-hydroxybutanamide ClC1=NC(=CC(=C1)C1(CC1)NC(CC(C)(O)C1=C(C=CC=C1F)F)=O)OCC(F)(F)F